C1(=CC=CC=C1)S(=O)(=O)N1C=CC2=C(C(=CC=C12)Cl)CC(=O)OCC ethyl 2-[1-(benzenesulfonyl)-5-chloro-indol-4-yl]acetate